6-bromo-7-chloro-1-(phenylsulfonyl)-1H-indole BrC1=CC=C2C=CN(C2=C1Cl)S(=O)(=O)C1=CC=CC=C1